4-[[(1R)-1-[3-(difluoromethyl)-2-fluoro-phenyl]ethyl]amino]-6-(1-imino-1-oxo-3,6-dihydro-2H-thiopyran-4-yl)-8-methyl-pyrido[2,3-d]pyrimidin-7-one FC(C=1C(=C(C=CC1)[C@@H](C)NC=1C2=C(N=CN1)N(C(C(=C2)C=2CCS(CC2)(=O)=N)=O)C)F)F